PYRAZOLBENZAMIDE N1N=C(C=C1)C1=CC=CC=C1C(=O)N